OC1=C(C=2OC3=CC(=CC(=C3C(C2O)=O)O)O)C=CC=C1 2',3,5,7-tetrahydroxyflavone